C(CCCCCC\C=C/C\C=C/CCCCC)C(O[Si](OCCCCCCN(CCO)CCO)(C)C)OCC(SCCCCCCCCCC)CCCCCCCC 13-((8Z,11Z)-heptadeca-8,11-dien-1-yl)-3-(2-hydroxyethyl)-11,11-dimethyl-16-octyl-10,12,14-trioxa-17-thia-3-aza-11-silaheptacosan-1-ol